NC1=NC(=NC=C1C1CC1)C=1C=C2C=CN(C(C2=CC1F)=O)CCC[C@H](C)NC=1C=NNC(C1C(F)(F)F)=O 6-(4-amino-5-cyclopropyl-pyrimidin-2-yl)-7-fluoro-2-[(4S)-4-[[6-oxo-5-(trifluoromethyl)-1H-pyridazin-4-yl]amino]pentyl]isoquinolin-1-one